O=C1N(CCC(N1)=O)C1=CC=C(C=C1)NC(=O)C1CCN(CC1)C(=O)OC(C)(C)C tert-butyl 4-[[4-(2,4-dioxohexahydropyrimidin-1-yl)phenyl]carbamoyl]piperidine-1-carboxylate